CN(C(OC(C)(C)C)=O)C[C@H]1CCOC2=C(C=CC=C12)C1=CC(=NC=C1)C tert-butyl (S)-methyl((8-(2-methylpyridin-4-yl)chroman-4-yl)methyl)carbamate